ClC1=CC=C(CN2C3(CCN(C3)C3=NC=CC=C3)C(N(CC2=O)C(C)C)=O)C=C1 6-(4-chlorobenzyl)-9-isopropyl-2-(pyridin-2-yl)-2,6,9-triazaspiro[4.5]decane-7,10-dione